C(C)(C)C1=CC(=NN1C1CCN(CC1)CCN1CCOCC1)C1=CC=C(C=C1)OC(F)(F)F 4-[2-[4-[5-isopropyl-3-[4-(trifluoromethoxy)phenyl]pyrazol-1-yl]-1-piperidyl]ethyl]morpholine